NC=1C=C(C(=C(OCC2CN(CC2)C(=O)OC(C)(C)C)C1)C)Cl tert-butyl 3-((5-amino-3-chloro-2-methylphenoxy)methyl)pyrrolidine-1-carboxylate